benzyl-3-(5-cyano-5,6-dihydropyrrolo[3,4-c]pyrazol-1(4H)-yl)benzamide C(C1=CC=CC=C1)C1=C(C(=O)N)C=CC=C1N1N=CC2=C1CN(C2)C#N